C[C@]12[C@H](CC3=CC4=C(C=C3[C@H]1N(CC5=C2C=CC6=C5OCO6)C)OCO4)O The molecule is a benzophenanthridine alkaloid that is chelidonine substituted by a methyl group at position 13. Isolated from the aerial parts of Corydalis incisa, it acts as an acetylcholinesterase inhibitor and also exhibits antineoplastic and hepatoprotective activity. It has a role as a metabolite, an EC 3.1.1.7 (acetylcholinesterase) inhibitor, an antineoplastic agent and a hepatoprotective agent. It is a member of isoquinolines, an organic heterohexacyclic compound, a secondary alcohol, a cyclic acetal and a benzophenanthridine alkaloid. It derives from a chelidonine.